(R)-N-(8-amino-6-(2-methyl-2,3-dihydro-1H-pyrrolo[2,3-c]pyridin-4-yl)isoquinolin-3-yl)cyclopropanecarboxamide NC=1C=C(C=C2C=C(N=CC12)NC(=O)C1CC1)C1=C2C(=CN=C1)N[C@@H](C2)C